CC1=CC=C(C=N1)NC(=O)C1=NNC2=CC=C(C=C12)C=1C=NC=C(C1)CN1CCCCC1 N-(6-methylpyridin-3-yl)-5-[5-(piperidin-1-ylmethyl)pyridin-3-yl]-1H-indazole-3-carboxamide